2'-Chloro-5'-methoxy-6-methyl-[4,4'-bipyridine]-3-carboxylic acid methyl ester COC(=O)C=1C=NC(=CC1C1=CC(=NC=C1OC)Cl)C